5-isobutyl-5-hydroxy-1,3-diphenyl-2,4-imidazolidinedione C(C(C)C)C1(C(N(C(N1C1=CC=CC=C1)=O)C1=CC=CC=C1)=O)O